C(C)N1CCN(CC1)C1=CC=C2C(=C(C(OC2=C1)=O)C(CC1C(=CN(C2=CC=CC=C12)C)C=C(C#N)C#N)=O)C 2-((4-(2-(7-(4-ethylpiperazine-1-yl)-4-methyl-2-oxo-2H-chromen-3-yl)-2-oxo-ethyl)-1-methyl-1,4-dihydroquinolin-3-yl)methylene)malononitrile